methyl N-[5-[6-[(3-cyano-4-fluoro-phenyl)-methyl-carbamoyl]imidazo[1,2-a]pyridin-3-yl]-2-pyridyl]carbamate C(#N)C=1C=C(C=CC1F)N(C(=O)C=1C=CC=2N(C1)C(=CN2)C=2C=CC(=NC2)NC(OC)=O)C